D-raffinose undecaacetate CC(=O)OC[C@@H]1[C@@H]([C@@H]([C@H](C(O1)OC[C@@H]2[C@H]([C@@H]([C@H](C(O2)O[C@]3([C@H]([C@@H]([C@H](O3)COC(=O)C)OC(=O)C)OC(=O)C)COC(=O)C)OC(=O)C)OC(=O)C)OC(=O)C)OC(=O)C)OC(=O)C)OC(=O)C